5-hydroxy-2-phenyl-2,4-dihydro-3H-1,2,4-triazol-3-one OC=1NC(N(N1)C1=CC=CC=C1)=O